ClC1=CC2=C(N=C(N=C2)NC=2C=NN(C2Cl)CC(F)F)N=C1N1CCN(CC1)C1(COC1)C 6-chloro-N-[5-chloro-1-(2,2-difluoroethyl)-1H-pyrazol-4-yl]-7-[4-(3-methyloxetan-3-yl)piperazin-1-yl]pyrido[2,3-d]pyrimidin-2-amine